Cyclobutyl(2-(6-(2-ethyl-5-fluoro-4-hydroxyphenyl)-1H-indazol-3-yl)pyrrolo[3,4-d]imidazole-5(1H,4H,6H)-yl)methanone C1(CCC1)C(=O)N1CC=2NC(=NC2C1)C1=NNC2=CC(=CC=C12)C1=C(C=C(C(=C1)F)O)CC